C[C@H]1CN(CC2=CC=C(C=C12)N1C[C@@H](NCC1)CO)C1=C2C(=NC=C1)N(N=C2)C [(2R)-4-[(4R)-4-methyl-2-(1-methylpyrazolo[3,4-b]pyridin-4-yl)-3,4-dihydro-1H-isoquinolin-6-yl]piperazin-2-yl]methanol